N-(2-(3-(azetidin-3-yl)pyrrolidin-1-yl)-5-fluoropyrimidin-4-yl)-1H-indazol-5-amine N1CC(C1)C1CN(CC1)C1=NC=C(C(=N1)NC=1C=C2C=NNC2=CC1)F